(3Z,13E)-3,13-octadecadienylacetate C(C\C=C/CCCCCCCC\C=C\CCCC)CC(=O)[O-]